di-(trimethylammonium) oxalate C(C(=O)[O-])(=O)[O-].C[NH+](C)C.C[NH+](C)C